N[C@]1(CN(C[C@@H]1CCCB(O)O)C1CCC(CC1)C(=O)O)C(=O)O (3R,4S)-3-amino-4-(3-boronopropyl)-1-(4-carboxycyclohexyl)pyrrolidine-3-carboxylic acid